methyl (1S)-5-(4-{[(2-{[(tert-butoxy) carbonyl] (methyl) amino} ethyl) (methyl) amino] methyl}-1-(oxacyclohex-2-yl)-1H-pyrazol-3-yl)-2,2-dimethylcyclohexane-1-carboxylate C(C)(C)(C)OC(=O)N(CCN(C)CC=1C(=NN(C1)C1OCCCC1)C1CCC([C@H](C1)C(=O)OC)(C)C)C